4-[2-(trifluoromethyl)benzamido]Piperazinyl-benzothiazole-6-carboxylic acid ethyl ester C(C)OC(=O)C1=CC2=C(N=C(S2)N2CCN(CC2)NC(C2=C(C=CC=C2)C(F)(F)F)=O)C=C1